ClC1=C(C(NC2=CC=CC=C12)=O)C1=NC2=C(N1)C=C(C=C2)N2CCOCC2 4-chloro-3-(6-morpholinyl-1H-benzo[d]imidazol-2-yl)quinolin-2(1H)-one